O=C([C@@H](O)[C@H](O)[C@H](O)[C@H](O)CO)O D-Altronic acid